O=C(C(O)=O)CCC[C@@H]1SC[C@@H]2NC(=O)N[C@H]12 oxobiotin